(R)-3-((3-(4-Amino-8-cyclobutylpyrido[3,2-d]pyrimidin-6-yl)phenyl)ethynyl)-3-hydroxy-1-methylpyrrolidin-2-one NC=1C2=C(N=CN1)C(=CC(=N2)C=2C=C(C=CC2)C#C[C@]2(C(N(CC2)C)=O)O)C2CCC2